(3S)-1-benzyl-pyrrolidin-3-ylamine C(C1=CC=CC=C1)N1C[C@H](CC1)N